methyl 4-((2'S,3S,4'R,5'S)-6-chloro-4'-(3-chloro-2-fluorophenyl)-2'-neopentylspiro[indoline-3,3'-pyrrolidine]-5'-carboxamido)-3-methoxybenzoate ClC1=CC=C2C(=C1)NC[C@@]21[C@@H](N[C@@H]([C@H]1C1=C(C(=CC=C1)Cl)F)C(=O)NC1=C(C=C(C(=O)OC)C=C1)OC)CC(C)(C)C